(fluorosulfonyl)oxazole FS(=O)(=O)C=1OC=CN1